CC(=O)OC[C@H]1[C@@H]([C@@H]([C@H](O1)OC(=O)C)OC(=O)C)OC(=O)C 1,2,3,5-tetra-O-acetyl-β-L-ribofuranose